C(#N)C=1C=CC2=C(C[C@@H]3CC[C@H]2N3C(=O)NC3=CC(=C(C=C3)Cl)Cl)C1 (5R,8S)-2-cyano-N-(3,4-dichlorophenyl)-6,7,8,9-tetrahydro-5H-5,8-epiminobenzo[7]annulene-10-carboxamide